2,2,2-trifluoro-1-(9-(5-methoxy-2-(1-methyl-1H-pyrazol-4-yl)-4-nitroPhenyl)-3,9-diazaspiro[5.5]undecan-3-yl)ethan-1-one FC(C(=O)N1CCC2(CC1)CCN(CC2)C2=C(C=C(C(=C2)OC)[N+](=O)[O-])C=2C=NN(C2)C)(F)F